C(CC)C1=C(C2=CC=CC=C2C=C1)C(=O)OC(CCO[Si](C)(C)C(C)(C)C)C1=C(N=C(S1)Cl)Cl 3-((tert-butyldimethylsilyl)oxy)-1-(2,4-dichlorothiazol-5-yl)propan-1-ol propyl-naphthalate